((3,5-bis(trifluoromethyl)phenyl)imino)-2,3-dihydrobenzo[b]thiophene FC(C=1C=C(C=C(C1)C(F)(F)F)N=C1CC2=C(S1)C=CC=C2)(F)F